1-[1-oxo-3-(3,4-methylenedioxyphenyl)-2Z-propenyl]-piperidine O=C(\C=C/C1=CC2=C(C=C1)OCO2)N2CCCCC2